Urethane diacrylate C(C=C)(=O)O.C(C=C)(=O)O.NC(=O)OCC